C(C1=CC=CC=C1)SC1=C(C(=C(C(=C1C)C)OC(C1=C(C(=C(C=C1C)O)C)C)=O)C)C.N1CC(C1)NS(=O)(=O)C1=C(C=C(C=C1)C(F)(F)F)F N-(azetidin-3-yl)-2-fluoro-4-(trifluoromethyl)benzenesulfonamide 4-(benzylthio)-2,3,5,6-tetramethylphenyl-4-hydroxy-2,3,6-trimethylbenzoate